2-(4-bromophenyl)benzo-oxazole BrC1=CC=C(C=C1)C=1OC2=C(N1)C=CC=C2